FC1=C(C(=O)N2CC3(C2)CC(C3)N3N=C(C=C3C=3C=CC(NC3)=O)C(F)(F)F)C=C(C=C1)O 5-(1-(2-(2-fluoro-5-hydroxybenzoyl)-2-azaspiro[3.3]heptan-6-yl)-3-(trifluoromethyl)-1H-pyrazol-5-yl)pyridin-2(1H)-one